C1(CC1)C1=CC(=C(C=C1)C1=NN=C(C(N1C)=O)N[C@H]1CN(CCC1)CC)O (R)-3-(4-cyclopropyl-2-hydroxyphenyl)-6-((1-ethylpiperidin-3-yl)amino)-4-methyl-1,2,4-triazine-5(4H)-one